C(C)C(CNC(NC(NCCCCCCNC(=N)NC(=N)NCC(CCCC)CC)=N)=N)CCCC 1,1'-hexamethylene-bis[5-(2-ethylhexyl)biguanide]